(2,6-dichlorophenyl)-2-(2,2-difluoroethoxy)-6H-pyrimido[1,6-b]pyridazin-6-one ClC1=C(C(=CC=C1)Cl)C1=CC=2N(N=C1OCC(F)F)C=NC(C2)=O